tert-Butyl(1-oxo-1-(thiophen-2-yl)propan-2-yl)carbamate C(C)(C)(C)OC(NC(C(C=1SC=CC1)=O)C)=O